N-methylol-2-pyrrolidone C(O)N1C(CCC1)=O